C(CCCCCCCC)C1=C(C=CC=C1)P(O)(O)(C1=C(C=CC=C1)CCCCCCCCC)OCC(CO)(CO)CO pentaerythritol bis(nonylphenyl)phosphite